C(C)(C)(C)OC(=O)N1CCNCC1 piperazin-1-Formic acid tert-butyl ester